C(C)OC1=C(C(=CC(=C1)OC)O)C(C=CC1=CC=C(C=C1)OC)=O 1-(2-Ethoxy-6-hydroxy-4-methoxyphenyl)-3-(4-methoxyphenyl)prop-2-en-1-one